4-{5-[(5-Methoxypyridin-2-yl)methoxy]-2,3-dihydro-1H-isoindol-2-yl}pyrimidine-5-carbonitrile COC=1C=CC(=NC1)COC=1C=C2CN(CC2=CC1)C1=NC=NC=C1C#N